ClC1=C(C=C(C=C1)F)CC(=O)NC1=NC=CC(=C1)NC(CC1=C(C=CC=C1Cl)Cl)=O (2-chloro-5-fluorophenyl)-N-{4-[2-(2,6-dichlorophenyl)acetamido]pyridin-2-yl}acetamide